C1(CC1)N1N=CC2=C1C=NNC2=O 1-cyclopropyl-1,5-dihydro-4H-pyrazolo[3,4-d]Pyridazin-4-one